OC[C@@H]1CN(C(N1C(=O)OCC1=CC=CC=C1)=O)C (S)-Benzyl 5-(hydroxymethyl)-3-methyl-2-oxoimidazolidine-1-carboxylate